N[C@H]1[C@@H]2N(C[C@H]1CC2)C(=O)C2=CC1=C(N(C(=N1)C=1N(C3=C(C=CC=C3C1)C=1C=NNC1)CC1C(C1)(Cl)Cl)C)C(=C2)OC ((1R,4R,7R)-7-amino-2-azabicyclo[2.2.1]heptan-2-yl)(2-(1-((2,2-dichlorocyclopropyl)meth-yl)-7-(1H-pyrazol-4-yl)-1H-indol-2-yl)-7-methoxy-1-methyl-1H-benzo[d]imidazol-5-yl)methanone